ruthenium (II) dichloro(3-methyl-2-butenylidene)bis(tricyclohexylphosphine) ClP(C(C=C(C)C)P(C1CCCCC1)(C1CCCCC1)(C1CCCCC1)Cl)(C1CCCCC1)(C1CCCCC1)C1CCCCC1.[Ru+2]